ClC1=CC(=CC(=N1)N1C(C2=CC(=CC=C2C1)C1(CC(C1)C)C1=NN=CN1C)=O)CN1C[C@H](CCC1)C 2-(6-Chloro-4-(((S)-3-methylpiperidin-1-yl)methyl)pyridin-2-yl)-6-((1s,3R)-3-methyl-1-(4-methyl-4H-1,2,4-triazol-3-yl)cyclobutyl)isoindolin-1-one